ClCC1=NC2=C(N1)C=CC(=C2)OC(F)(F)F 2-(chloromethyl)-5-(trifluoromethoxy)-1H-benzimidazole